ClC=1C(=NC(=NC1)NC1CCOCC1)C1=CC=C2CN(C(C2=C1)=O)[C@@H](C(=O)N[C@H](CO)C1=CC(=CC=C1)OC)CO (2R)-2-(6-{5-chloro-2-[(oxacyclohex-4-yl)amino]pyrimidin-4-yl}-1-oxo-2,3-dihydro-1H-isoindol-2-yl)-3-hydroxy-N-[(1S)-2-hydroxy-1-(3-methoxyphenyl)ethyl]propionamide